CC=1C(=C(C(=C(C1)C1=CC=C(C=C1)C(=O)O)CBr)C)C(=O)O dimethyl-2-(bromomethyl)-[1,1'-biphenyl]-4,4'-dicarboxylic acid